O1-benzyl O4-tert-butyl (2R)-2-(3-tert-butoxy-3-oxo-propyl)piperazine-1,4-dicarboxylate C(C)(C)(C)OC(CC[C@H]1N(CCN(C1)C(=O)OC(C)(C)C)C(=O)OCC1=CC=CC=C1)=O